2-Chloro-6-((dipropylamino)methyl)-4-nitrophenol ClC1=C(C(=CC(=C1)[N+](=O)[O-])CN(CCC)CCC)O